FCCCN1CC(C1)CC1=CC=C(C=C1)C1=C(CCCC=2C=3C=CNC3C=CC21)C=2C=C(C#N)C=CC2 3-(6-(4-((1-(3-fluoropropyl)azetidin-3-yl)methyl)phenyl)-3,8,9,10-tetrahydrocyclohepta[e]indol-7-yl)benzonitrile